C(C)(C)NC=1N=C(C2=C(N1)C=CC=N2)NCC=2C=NC(=CC2)C(F)(F)F N2-isopropyl-N4-((6-(trifluoromethyl)pyridin-3-yl)methyl)pyrido[3,2-d]pyrimidine-2,4-diamine